C(C)(C)(C)C1=C(C=C(C=N1)C=1C=C2SC[C@H](CN2C(C1C#N)=O)C)F (S)-8-(6-(tert-butyl)-5-fluoropyridin-3-yl)-3-methyl-6-oxo-3,4-dihydro-2H,6H-pyrido[2,1-b][1,3]thiazine-7-carbonitrile